CC=1C=CC=C2C(=NN(C12)C=1C=CC(=NC1)N1CCC(CC1)C(=O)O)C=1C=2N(C=CC1)N=CC2 1-[5-(7-methyl-3-{pyrazolo[1,5-a]pyridin-4-yl}-1H-indazol-1-yl)pyridin-2-yl]piperidine-4-carboxylic acid